6-(4-cyanophenoxy)-N,N-dimethylpyridineamide C(#N)C1=CC=C(OC2=CC=CC(=N2)C(=O)N(C)C)C=C1